FC(C1=C(C=CC(=C1)C(F)(F)F)CN1C(=NC2=C1C=CC=C2)S(=O)(=O)O)(F)F 1-[[2,4-Bis(trifluoromethyl)phenyl]methyl]benzimidazole-2-sulfonic acid